n-butyl α-allyloxymethylacrylate C(C=C)OCC(C(=O)OCCCC)=C